C(C)OC(=O)C=1N(C2=CC=C(C(=C2C1C)N)OC)C 4-amino-5-methoxy-1,3-dimethyl-1H-indole-2-carboxylic acid ethyl ester